ClC=1C=C(C=CC1)N1C(\C(\CC1=O)=C\C1=C(OCC=2C=C(C(=O)N)C=CC2)C=CC=C1)=O (E)-3-((2-((1-(3-chlorophenyl)-2,5-dioxopyrrolidin-3-ylidene)methyl)phenoxy)methyl)benzamide